N-[5-(4-methoxyphenyl)-2-methyl-[1,2,4]triazolo[1,5-c]pyrimidin-7-yl]cyclopropanecarboxamide COC1=CC=C(C=C1)C1=NC(=CC=2N1N=C(N2)C)NC(=O)C2CC2